C(C)(C)(C)OC(=O)N1[C@@H]2[C@H]([C@H]([C@H]([C@H]1C(=O)OCC1=CC=CC=C1)CC2)F)CC2CC2 (1S,3S,4S,5R,6R)-6-(cyclopropylmethyl)-5-fluoro-2-azabicyclo[2.2.2]octane-2,3-dicarboxylic acid 3-benzyl ester 2-tert-butyl ester